COC=1C=CC2=C(NC(=N2)C2=C(C=3C(N=C2)=CN(N3)C)N[C@@H](CC)C3=NC=CC=N3)C1 |o1:21| (S*)-6-(6-Methoxy-1H-benzo[d]imidazol-2-yl)-2-methyl-7-((1-(pyrimidin-2-yl)propyl)amino)-2H-pyrazolo[4,3-b]pyridin